C(CCCCCCCCCCCCCN)N 1,14-tetradecanediamine